2-((4-((5-(1,6-dimethyl-1H-pyrazolo[3,4-b]pyridin-4-yl)-3-methyl-4,5,6,7-tetrahydro-1H-pyrazolo[4,3-c]pyridin-1-yl)methyl)bicyclo[2.2.2]oct-1-yl)amino)-N,N-dimethylacetamide CN1N=CC=2C1=NC(=CC2N2CC1=C(CC2)N(N=C1C)CC12CCC(CC1)(CC2)NCC(=O)N(C)C)C